(1-((1R,3r,5S)-8-azabicyclo[3.2.1]oct-3-yl)-1H-pyrazol-4-yl)-8-chloro-7-((2-methyl-1H-benzo[d]imidazol-6-yl)oxy)quinoxaline [C@H]12CC(C[C@H](CC1)N2)N2N=CC(=C2)C2=NC1=C(C(=CC=C1N=C2)OC=2C=CC1=C(NC(=N1)C)C2)Cl